2,5-bis(benzyloxy)-4-(hydroxymethyl)benzoic acid ethyl ester C(C)OC(C1=C(C=C(C(=C1)OCC1=CC=CC=C1)CO)OCC1=CC=CC=C1)=O